5-(2,6-difluoropyridin-4-yl)-2-fluoro-4-methylaniline FC1=NC(=CC(=C1)C=1C(=CC(=C(N)C1)F)C)F